N[C@H](C(C)C)C(=O)OC methyl D-valinate